ClC1=C(C=CC(=C1)Cl)SC=1C=2N(C(=NC1)N1CCC3(CCC[C@H]3N)CC1)C=CN2 (R)-8-(8-((2,4-dichlorophenyl)thio)imidazo[1,2-c]pyrimidin-5-yl)-8-azaspiro[4.5]decan-1-amine